OC=1C=C2N(C(N1)=O)C=CC=C2 3-hydroxy-1H-pyrido[1,2-c]pyrimidin-1-one